ethyl 1-({5-chloro-7-oxo-7,8-dihydro-6H-spiro[[1,3]oxazolo[5,4-f]quinazoline-9,1'-cyclohexan]-2-yl} methyl)piperidine-4-carboxylate ClC=1C=C2C(=C3C1NC(NC31CCCCC1)=O)OC(=N2)CN2CCC(CC2)C(=O)OCC